The molecule is an omega-(methylsulfany)alkyl desulfoglucosinolate in which the omega-(methylsulfany)alkyl group is specified as 7-(methylsulfanyl)heptyl. It has a role as an Arabidopsis thaliana metabolite. CSCCCCCCCC(=NO)S[C@H]1[C@@H]([C@H]([C@@H]([C@H](O1)CO)O)O)O